chloro-3-fluoro-4-((4-propylphenyl)ethynyl)-1,1'-biphenyl ClC1=C(C=CC(=C1F)C#CC1=CC=C(C=C1)CCC)C1=CC=CC=C1